2,8-dimethoxydibenzo[b,d]furan COC1=CC2=C(OC3=C2C=C(C=C3)OC)C=C1